N-((S)-((1r,4S)-4-fluorocyclohexyl)(5-((S)-2-methoxy-1-((S)-2-oxo-4-(trifluoromethyl)imidazolidin-1-yl)ethyl)benzo[d]oxazol-2-yl)methyl)-1-methyl-1H-pyrazole-5-carboxamide FC1CCC(CC1)[C@H](NC(=O)C1=CC=NN1C)C=1OC2=C(N1)C=C(C=C2)[C@@H](COC)N2C(N[C@@H](C2)C(F)(F)F)=O